FC1=C(CSC2=NN=C3N2C(=C(C(N3)=O)C)C)C=CC=C1 3-[(2-fluorobenzyl)sulfanyl]-5,6-dimethyl-[1,2,4]triazolo[4,3-a]pyrimidin-7(8H)-one